dihydroxy-4,4'-dimethoxy-5,5'-disulfo-benzophenone disodium [Na].[Na].OC=1C(=C(C(=O)C2=CC=C(C(=C2)S(=O)(=O)O)OC)C=C(C1OC)S(=O)(=O)O)O